3-cyclopropyl-6-methyl-4-(3-methyl-4-methylsulfonyl-phenyl)-1-tetrahydropyran-2-yl-pyrazolo[4,3-b]pyridin-5-one C1(CC1)C1=NN(C2=C1N(C(C(=C2)C)=O)C2=CC(=C(C=C2)S(=O)(=O)C)C)C2OCCCC2